[Cl-].[Cl-].C(C)(C)[Lu+2]C1C=CC=C1 iso-Propyl-cyclopentadienyl-lutetium dichlorid